FC1=CC=C(C=C1)NC(=O)C1(CC1)C(=O)NC1=CC=C(C=C1)OC=1C2=C(N=CN1)C=CC=N2 1-N'-(4-fluorophenyl)-1-N-(4-pyrido[3,2-d]pyrimidin-4-yloxyphenyl)cyclopropane-1,1-dicarboxamide